cis-2-amino-4-chloro-N-(3-mercapto-cyclohexyl)-benzamide NC1=C(C(=O)N[C@@H]2C[C@@H](CCC2)S)C=CC(=C1)Cl